CC(=CCO)CSC 3-methyl-4-(methylthio)but-2-en-1-ol